CN(N\1C(C2=CC=C(C=C2/C1=C/C1=CC=C(C=C1)C)C(F)(F)F)=O)C1=NC=CC=C1 (Z)-2-[methyl-(2-pyridyl)amino]-3-(4-methylbenzylidene)-5-(trifluoromethyl)isoindolin-1-one